2-{5,8-dioxo-2-[oxacyclopent-3-yl]-6-(propan-2-yl)-5,6,7,8-tetrahydro-4H-pyrazolo[1,5-a]pyrrolo[3,4-d]pyrimidin-4-yl}-N-(5-fluoropyridin-2-yl)acetamide O=C1N(CC2=C1N(C=1N(C2=O)N=C(C1)C1COCC1)CC(=O)NC1=NC=C(C=C1)F)C(C)C